O1C(CCCC1)O[C@H]1C[C@H]2[C@H](C([C@H]3[C@@H]4CC[C@H]([C@@H](CCC(=O)O)C)[C@]4(CC[C@@H]3[C@]2(CC1)C)C)=O)CC 3α-tetrahydropyranyloxy-6α-ethyl-7-keto-5β-cholanic acid